CN[C@H]1[C@@H](CCCC1)NC trans-(1R,2R)-N1,N2-dimethylcyclohexane-1,2-diamine